C(C)OC(=C)C=1C=C(C(=NC1)COCSC)F ((5-(1-ethoxyvinyl)-3-fluoropyridin-2-yl)methoxy)(methylthio)methane